Boron lead [Pb].[B]